(2,3)-bipyridine N1=C(C=CC=C1)C=1C=NC=CC1